FC=1C=C(CC=2C=CC(=NC2)N)C=C(C1)F 5-(3,5-difluorobenzyl)pyridin-2-amine